amino-tetrahydro-2H-pyran-4-carboxylate NC1OCCC(C1)C(=O)[O-]